5-(2-phenyl-2H-tetrazol-5-yl)thiophene-2-carboxylic acid C1(=CC=CC=C1)N1N=C(N=N1)C1=CC=C(S1)C(=O)O